(R)-N-((R)-8-(5-((2-amino-3-chloropyridin-4-yl)thio)-6-methylpyrazin-2-yl)-8-azaspiro[4.5]decan-1-yl)-2-methylpropan-2-sulfinamide NC1=NC=CC(=C1Cl)SC=1N=CC(=NC1C)N1CCC2(CCC[C@H]2N[S@](=O)C(C)(C)C)CC1